1-[1-[2-methyl-6-(methylsulfanyl)pyrimidin-4-yl]-1H-pyrazolo[4,3-c]pyridin-6-yl]spiro[2.2]pentane-1-carbonitrile CC1=NC(=CC(=N1)N1N=CC=2C=NC(=CC21)C2(CC21CC1)C#N)SC